C(C)(C)(C)OC(=O)N1[C@@H](C[C@H](C1)F)C(N[C@@H](C1=CC=CC=C1)C1=CC(=C(C=C1)C1(CC1)C)F)=O (2S,4r)-4-fluoro-2-(((S)-(3-fluoro-4-(1-methylcyclopropyl)phenyl)(phenyl)methyl)carbamoyl)pyrrolidine-1-carboxylic acid tert-butyl ester